BrC=1C(=NC(=NC1)NC1=C(C=C(C(=C1)C)N1CCC(CC1)N1CCN(CC1)C)OC)NC1=C(C=CC(=C1)F)C(C)(C)O 2-(2-((5-Bromo-2-((2-methoxy-5-methyl-4-(4-(4-methylpiperazin-1-yl)piperidin-1-yl)Phenyl)amino)pyrimidin-4-yl)amino)-4-fluorophenyl)propan-2-ol